3-[4-(1H-pyrrolo[2,3-b]pyridin-5-yloxy)phenyl]-1-[3-(trifluoromethyl)phenyl]-2,4-imidazolidinedione N1C=CC=2C1=NC=C(C2)OC2=CC=C(C=C2)N2C(N(CC2=O)C2=CC(=CC=C2)C(F)(F)F)=O